1,2,4-triazol-5-one, formic acid salt C(=O)O.N1=NC=NC1=O